7-(5-Chloro-1H-pyrazol-4-yl)-3-(2-hydroxy-1-(3-methoxyphenyl)ethyl)quinazolin ClC1=C(C=NN1)C=1C=CC2=CN(CN=C2C1)C(CO)C1=CC(=CC=C1)OC